N-methyl-2-((1-methylazetidin-3-yl)oxy)benzohydrazide CN(N)C(C1=C(C=CC=C1)OC1CN(C1)C)=O